C(C)(C)(C)OC(=O)N1[C@H]([C@@H](OCC1)C)C#C.ClC=1C(=C2C=NNC2=C(C1F)NC(C)C)C=1N=CC=2N(C1)C=C(N2)NC(C)=O N-(6-(5-chloro-6-fluoro-7-(isopropylamino)-1H-indazol-4-yl)imidazo[1,2-a]pyrazin-2-yl)acetamide tert-butyl-(2S,3S)-3-ethynyl-2-methylmorpholine-4-carboxylate